C(CCC)C1=CC=C(C=C1)NC=1S\C(\C(N1)=O)=C/C1=CNC2=CC=CC=C12 (5Z)-2-[(4-butylphenyl)amino]-5-(1H-indol-3-ylmethylene)-1,3-thiazol-4(5H)-one